(1-((2-methyl-5-nitrophenyl)sulfonyl)piperidin-4-yl)methanol CC1=C(C=C(C=C1)[N+](=O)[O-])S(=O)(=O)N1CCC(CC1)CO